ClC1=C2N=CN(C2=NC(=N1)SCCC)C1CCCC1 6-chloro-9-cyclopentyl-2-(propylsulfanyl)-9H-purine